1-(3-((5-cyclopropyl-2-((1-(1-methylpiperidin-4-yl)-1H-pyrazol-4-yl)amino)pyrimidin-4-yl)amino)propyl)pyrrolidin-2-one C1(CC1)C=1C(=NC(=NC1)NC=1C=NN(C1)C1CCN(CC1)C)NCCCN1C(CCC1)=O